2-Benzyl-2-dimethylamino-4-morpholinobutyrophenone C(C1=CC=CC=C1)C(C(=O)C1=CC=CC=C1)(CCN1CCOCC1)N(C)C